(S)-1-(6-(3-chloro-2-fluorophenyl)-10-cyclopropyl-2,2,3,3-tetramethyl-8,11-dioxo-4-oxa-7,10-diAza-3-siladodecane-12-yl)-5-nitro-1H-indazole-3-carboxamide ClC=1C(=C(C=CC1)[C@@H](CO[Si](C(C)(C)C)(C)C)NC(CN(C(CN1N=C(C2=CC(=CC=C12)[N+](=O)[O-])C(=O)N)=O)C1CC1)=O)F